1,2-dipropylpiperidinium chloride [Cl-].C(CC)[NH+]1C(CCCC1)CCC